C(C)(C)(C)C1CCC(CC1)N1C2=NC(=NC(=C2N=C1)N)Cl 9-(4-tert-butylcyclohexyl)-2-chloro-9H-purin-6-amine